CN(CCOC=1C=C2C(C=C(OC2=CC1)C1=CC=C(C=C1)OC1=CC=CC=C1)=O)C 6-(2-(dimethyl-amino)ethoxy)-2-(4-phenoxyphenyl)-4H-chromen-4-one